ClC1=C(C(=CC=C1)Cl)N1C(C2=C(N=C(N=C2)SC)C=C1)=O 6-(2,6-dichlorophenyl)-2-methylsulfanyl-pyrido[4,3-d]pyrimidin-5-one